1-Methyl-5-nitro-3-[(3S)-3-pyrazol-1-ylbutyl]benzimidazol-2-one CN1C(N(C2=C1C=CC(=C2)[N+](=O)[O-])CC[C@H](C)N2N=CC=C2)=O